4-amino-1-((4aR,6R,7aR)-2-(decyloxy)-7,7-difluoro-2-oxidotetrahydro-4H-furo[3,2-d][1,3,2]dioxaphosphinin-6-yl)pyrimidin-2(1H)-one NC1=NC(N(C=C1)[C@H]1C([C@@H]2OP(OC[C@H]2O1)(=O)OCCCCCCCCCC)(F)F)=O